C(C)OC1=C(C=CC(=C1)OCC)C1=NC(=CC(=C1)C1=CC=C(C=C1)N(C1=C(C=CC=C1)C)C1=C(C=CC=C1)C)C1=C(C=C(C=C1)OCC)OCC 2,6-bis(2,4-diethyloxyphenyl)-4-(4-bis(2-methylphenyl)aminophenyl)pyridine